carbamoylphosphomalate C(N)(=O)C(C(=O)[O-])(OP(=O)=O)CC(=O)[O-]